O=C1CCN(C1)C(=O)N 4-oxopyrrolidin-1-carboxamide